C(C)(C)(C)OC(=O)\N=C(\N1N=CC=C1)/N(C(OC(C)(C)C)=O)CCCCCCCC tert-butyl (E)-(((tert-butoxycarbonyl)imino)(1H-pyrazol-1-yl)methyl)(octyl)carbamate